CC1CCC(CC1)NC1=CC=CC2=CC=CC=C12 N-(4-methylcyclohexyl)naphthylamine